6-(4-ethoxyphenyl)-N-((2-fluoro-5-methoxypyridin-3-yl)methoxy)pyrazine-2-carboxamide C(C)OC1=CC=C(C=C1)C1=CN=CC(=N1)C(=O)NOCC=1C(=NC=C(C1)OC)F